C1(CC1)CN1N=C(C2=NN(C(C(=C21)C=2C=NC(=CC2)C)=O)C2=CC1=CN(N=C1C=C2)C)C 1-(cyclopropylmethyl)-3-methyl-5-(2-methyl-2H-indazol-5-yl)-7-(6-methylpyridin-3-yl)-1,5-dihydro-6H-pyrazolo[4,3-c]pyridazin-6-one